6-(3-((5-fluoro-2-methylpyridin-4-yl)amino)-7,8-dihydro-1,6-naphthyridin-6(5H)-yl)-5-methylpyridazine-3-carbonitrile FC=1C(=CC(=NC1)C)NC=1C=NC=2CCN(CC2C1)C1=C(C=C(N=N1)C#N)C